C(N)(O[C@H]1COC2(C1)CCN(CC2)S(=O)(=O)C=2C=C1C(=NC2)N(C=N1)C)=O ((R)-8-((3-methyl-3H-imidazo[4,5-b]pyridin-6-yl) sulfonyl)-1-oxa-8-azaspiro[4.5]decan-3-yl) carbamate